3-benzoyl-1-((2R,3R,4S,5R)-5-((bis(4-methoxyphenyl)(phenyl)methoxy)methyl)-4-hydroxy-3-propyltetrahydrofuran-2-yl)pyrimidine-2,4(1H,3H)-dione C(C1=CC=CC=C1)(=O)N1C(N(C=CC1=O)[C@@H]1O[C@@H]([C@H]([C@H]1CCC)O)COC(C1=CC=CC=C1)(C1=CC=C(C=C1)OC)C1=CC=C(C=C1)OC)=O